2,4-dichlorophenoxyacetic acid calcium [Ca].ClC1=C(OCC(=O)O)C=CC(=C1)Cl